FC(COC(=O)N1[C@H](CN(CC1)CC1=C(C(=CC(=C1)C)NC=1OC(=NN1)C1CC(C1)O)C)C)(F)F (2S)-4-[[3-[[5-(3-hydroxycyclobutyl)-1,3,4-oxadiazol-2-yl]amino]-2,5-dimethyl-phenyl]methyl]-2-methyl-piperazine-1-carboxylic acid 2,2,2-trifluoroethyl ester